2,4,6-Trioctadecyloxy-1,3,5-triazine C(CCCCCCCCCCCCCCCCC)OC1=NC(=NC(=N1)OCCCCCCCCCCCCCCCCCC)OCCCCCCCCCCCCCCCCCC